N-(3-(4-methoxy-2-((4-((4-methyl-piperidin-1-yl)methyl)phenyl)amino)-7H-pyrrolo[2,3-d]pyrimidin-5-yl)phenyl)-1,5-dimethyl-1H-pyrazole-3-carboxamide COC=1C2=C(N=C(N1)NC1=CC=C(C=C1)CN1CCC(CC1)C)NC=C2C=2C=C(C=CC2)NC(=O)C2=NN(C(=C2)C)C